ClCC(=O)N1CCN(CC1)C1=NC=C(C=N1)C(F)(F)F 2-chloro-1-(4-(5-(trifluoromethyl)pyrimidin-2-yl)piperazin-1-yl)ethan-1-one